ClC1=CC=C2C(=N1)N=C(O2)N2CCN(CC2)C(=O)C=2C=NC(=C(C2)C)OCC2(COC2)F [4-(5-chlorooxazolo[4,5-b]pyridin-2-yl)piperazin-1-yl]-[6-[(3-fluorooxetan-3-yl)methoxy]-5-methyl-3-pyridyl]methanone